FC1=CC=C(C=C1)[C@H](C)NC1=NC(=CC(=N1)NC1=NC=CN=C1)C1=NC=CC=C1 (S)-N2-[1-(4-fluorophenyl)ethyl]-N4-(pyrazin-2-yl)-6-(pyridin-2-yl)pyrimidine-2,4-diamine